C(C)N1N=C2N=C(N=CC2=C1)C(F)(F)F 2-ethyl-6-(trifluoromethyl)-2H-pyrazolo[3,4-d]pyrimidin